C(CCCCCCCC)C1CCC(CC1)NC(=O)CC(C(CC(=O)NC1CCC(CC1)CCCCCCCCC)C(=O)NC1CCC(CC1)CCCCCCCCC)C(=O)NC1CCC(CC1)CCCCCCCCC 1,2,3,4-butanetetracarboxylic acid tetrakis(4-n-nonylcyclohexylamide)